1-(benzofuran-5-yl)-2-(methylamino)butan-1-one O1C=CC2=C1C=CC(=C2)C(C(CC)NC)=O